6-Chloro-4-methyl-1-(1-(4-(trifluoromethoxy)benzoyl)piperidin-4-yl)-1,4-dihydroquinoxaline ClC=1C=C2N(C=CN(C2=CC1)C1CCN(CC1)C(C1=CC=C(C=C1)OC(F)(F)F)=O)C